1-(2-((4-(6-(aziridin-1-yl)-1H-indazol-4-yl)-1H-1,2,3-Triazol-1-yl)methyl)imidazo[1,2-a]pyridin-6-yl)-N-(cyclobutylmethyl)methylamine N1(CC1)C1=CC(=C2C=NNC2=C1)C=1N=NN(C1)CC=1N=C2N(C=C(C=C2)CNCC2CCC2)C1